DL-leucine-2-methylpropan-2-yl ester CC(C)(C)OC([C@@H](N)CC(C)C)=O |r|